tert-Butyl 4-(5-(1-(benzo[d][1,3]dioxol-5-yl)cyclopropanecarboxamido)-1H-indol-2-yl)piperidine-1-carboxylate O1COC2=C1C=CC(=C2)C2(CC2)C(=O)NC=2C=C1C=C(NC1=CC2)C2CCN(CC2)C(=O)OC(C)(C)C